CC=1SC=C(N1)[C@H]1N(OCC1)C(=O)[C@@H]1CC[C@H](CC1)CN1N=C2C=C(C=CC2=C1)C(=O)N trans-2-[[4-[(3S)-3-(2-methylthiazol-4-yl)isoxazolidine-2-carbonyl]cyclohexyl]methyl]indazole-6-carboxamide